2-((2-(2-(tert-Butyl)oxazol-5-yl)-1H-indol-5-yl)thio)-2-methylpropanoic acid C(C)(C)(C)C=1OC(=CN1)C=1NC2=CC=C(C=C2C1)SC(C(=O)O)(C)C